ClC1=C(C=CC=C1F)CC(C(=O)O)(F)F 2-chloro-α,α,3-trifluoro-benzenepropanoic acid